N[C@H](C(=O)[O-])CCN L-2,4-diaminobutanoate